CC(C(CCCCCCCCC)O)O 2,3-Dodecandiol